4-(5-bromopyridin-3-yl)piperazine-1-carboxylic acid tert-butyl ester C(C)(C)(C)OC(=O)N1CCN(CC1)C=1C=NC=C(C1)Br